OC1=NC=C(C(=C1)C(F)(F)F)[N+](=O)[O-] 2-hydroxy-5-nitro-4-trifluoromethylpyridine